L-1-undecoxy-1-ethanol C(CCCCCCCCCC)OC(C)O